6-(cyclopentylmethyl)-3-[6-cyclopropyl-4-[4-fluoro-2-(4-methyl-1,2,4-triazol-3-yl)phenyl]pyridin-2-yl]-5H-pyrrolo[3,2-d]pyrimidin-4-one C1(CCCC1)CC1=CC=2N=CN(C(C2N1)=O)C1=NC(=CC(=C1)C1=C(C=C(C=C1)F)C1=NN=CN1C)C1CC1